CC=1N(C=CN1)C=1C(=C(C(=O)C2=CC=CC=C2)C=CC1)N1C(=NC=C1)C bis(2-methylimidazole-1-yl)benzophenone